5-Amino-3-(4-(2-((3-(2,4-dichlorophenyl)isoxazol-5-yl)amino)-2-oxoethyl)phenyl)-1-isopropyl-1H-pyrazole-4-carboxamide NC1=C(C(=NN1C(C)C)C1=CC=C(C=C1)CC(=O)NC1=CC(=NO1)C1=C(C=C(C=C1)Cl)Cl)C(=O)N